C(C)(C)NC=1N=C(C2=C(N1)C=CS2)NCCC2=C(C=CC=C2)C(F)(F)F N2-isopropyl-N4-(2-(trifluoromethyl)phenethyl)thieno[3,2-d]pyrimidine-2,4-diamine